NC[C@H](O)C=1C=NN(C1)C1=C(C=C(C#N)C=C1)OC1=NC(=NC(=C1)N1CC(CC1)(F)F)C 4-[4-[(1R)-2-amino-1-hydroxyethyl]pyrazol-1-yl]-3-[6-(3,3-difluoropyrrolidin-1-yl)-2-methylpyrimidin-4-yl]oxybenzonitrile